C(C)C1=C(C(=C2N(C(CN(S2(=O)=O)CCC)C(=O)O)C1=O)C1=CC(=CC=C1)C(F)(F)F)CC1=CC=CC2=CC=CC=C12 7-ethyl-8-(naphthalen-1-ylmethyl)-6-oxo-2-propyl-9-(3-(trifluoromethyl)phenyl)-3,4-dihydro-2H,6H-pyrido[1,2-e][1,2,5]thiadiazine-4-carboxylic acid 1,1-dioxide